5-(1-(6-chloropyrimidin-4-yl)-1H-indazol-6-yl)spiro[2.3]hexane-5-carbonitrile ClC1=CC(=NC=N1)N1N=CC2=CC=C(C=C12)C1(CC2(CC2)C1)C#N